COC1=CN=CC(=N1)[C@H]1[NH2+]OCC1 (3S)-3-(6-methoxypyrazin-2-yl)isoxazolidinium